C(#N)C=1C=NN2C1C(=CC(=C2)C=2C=NN(C2)C2CCN(CC2)C(=O)C2CN(C2)C(=O)OC(C)(C)C)O tert-butyl 3-(4-(4-(3-cyano-4-hydroxypyrazolo[1,5-a]pyridin-6-yl)-1H-pyrazol-1-yl)piperidine-1-carbonyl)azetidine-1-carboxylate